FC1=C(C=CC=C1)C1=C(C=CC=C1)O 2-fluoro-2'-hydroxy-[1,1'-biphenyl]